C(N)(=O)C[C@@H]1CN(CCC1)C(=O)OC(C)(C)C tert-butyl (3R)-3-(carbamoylmethyl)piperidine-1-carboxylate